ethyl 2-[(4S)-4-[2-[5-[(4,6-difluoro-1H-indol-5-yl)oxy]-2-fluoro-phenyl]-1H-imidazol-4-yl]chroman-8-yl]acetate FC1=C2C=CNC2=CC(=C1OC=1C=CC(=C(C1)C=1NC=C(N1)[C@H]1CCOC2=C(C=CC=C12)CC(=O)OCC)F)F